C(C)OC1=CC=[N+](C2=CC(=CC=C12)C(=O)OC)[O-] 4-ethoxy-7-(methoxycarbonyl)quinoline 1-oxide